1-((6-(2-(2,6-dioxopiperidin-3-yl)-1-oxoisoindolin-5-yl)-1-(oxetan-3-yl)-1H-pyrrolo[2,3-b]pyridin-4-yl)methyl)piperidine-4-carbonitrile O=C1NC(CCC1N1C(C2=CC=C(C=C2C1)C1=CC(=C2C(=N1)N(C=C2)C2COC2)CN2CCC(CC2)C#N)=O)=O